methyl (1S,3S)-3-((6-(5-chloro-3-((((cyclobutylmethyl)(methyl)carbamoyl)oxy)methyl)thiophen-2-yl)-2-methylpyridin-3-yl) oxy)cyclohexane-1-carboxylate ClC1=CC(=C(S1)C1=CC=C(C(=N1)C)O[C@@H]1C[C@H](CCC1)C(=O)OC)COC(N(C)CC1CCC1)=O